C(C1=CC=CC=C1)OC=1C=C(C2=CC=CC=C2C1)N1CC=2N=C(N=C(C2CC1)N1CC(N(CC1)C(=O)OC(C)(C)C)CCO[Si](C1=CC=CC=C1)(C1=CC=CC=C1)C(C)(C)C)OCCN(C)C tert-butyl 4-[7-(3-benzyloxy-1-naphthyl)-2-[2-(dimethylamino)ethoxy]-6,8-dihydro-5H-pyrido[3,4-d]pyrimidin-4-yl]-2-[2-[tert-butyl(diphenyl)silyl]oxyethyl]piperazine-1-carboxylate